Cl.BrCC1=NC=CN=C1C(F)(F)F 2-(bromomethyl)-3-(trifluoromethyl)pyrazine hydrochloride